phosphosodium P(=O)(=O)[Na]